N7-(1,1-difluoroindan-2-yl)-2-(methoxymethyl)pyrazolo[1,5-a]pyrimidine-3,7-dicarboxamide FC1(C(CC2=CC=CC=C12)NC(=O)C1=CC=NC=2N1N=C(C2C(=O)N)COC)F